O[C@](CCCCCCC)(CCCCCCCCCC)C (1R,4aS,4bR,6aR,8R,10aS,10bR,12aS)-8-hydroxy-8-methyloctadecane